NCCNC(CCCCC[C@H]1NC(N[C@H]1C)=O)=O N-(2-aminoethyl)-6-((4R-5S)-5-methyl-2-oxoimidazolidin-4-yl)hexanamide